NC1=NC=2C=CC=C(C2C2=C1N=C(N2)CCOC)OCCC(C)(O)C 4-[[4-amino-2-(2-methoxyethyl)-1H-imidazo[4,5-c]quinolin-9-yl]oxy]-2-methyl-butan-2-ol